C(C)(C)NC(O[C@H]1C[C@H](CC1)C=1NN=C(C1)NC(C1=CC(=C(C(=C1)C)OCC1=CC=C(C=C1)OC)C1OCCO1)=O)=O (1R,3S)-3-{5-[3-(1,3-dioxolan-2-yl)-4-[(4-methoxyphenyl)methoxy]-5-methylbenzamido]-2H-pyrazol-3-yl}cyclopentyl N-isopropylcarbamate